NC1=NC(=C(C=2N1C(N(N2)CC2OCCCC2)=O)C2=CC(=NC(=C2)C)CO)C2=CC=CC=C2 5-amino-8-[2-(hydroxymethyl)-6-methyl-4-pyridinyl]-7-phenyl-2-(tetrahydropyran-2-ylmethyl)-[1,2,4]triazolo[4,3-c]pyrimidin-3-one